N-[3-[3-(4-chlorophenyl)-1,2,4-oxadiazol-5-yl]-1-bicyclo[1.1.1]pentanyl]-5-(1-methylsulfonylcyclopropyl)furan-2-carboxamide ClC1=CC=C(C=C1)C1=NOC(=N1)C12CC(C1)(C2)NC(=O)C=2OC(=CC2)C2(CC2)S(=O)(=O)C